((1-(4-Formylpyrimidin-2-yl)piperidin-4-yl)methyl)carbamic acid tert-butyl ester C(C)(C)(C)OC(NCC1CCN(CC1)C1=NC=CC(=N1)C=O)=O